CCCCCCCCCCCCCCCC(=O)OC[C@H](COP(=O)([O-])OCC[N+](C)(C)C)OC(=O)CCCCCCC/C=C\CCCCC 1-hexadecanoyl-2-(9Z-pentadecenoyl)-glycero-3-phosphocholine